(E)-ethyl 5,5-dimethylhex-2-enoate CC(C/C=C/C(=O)OCC)(C)C